tert-butyl (S)-4-(3-fluoro-5-(3-isobutylpiperazine-1-carbonyl)phenyl)piperazine-1-carboxylate FC=1C=C(C=C(C1)C(=O)N1C[C@@H](NCC1)CC(C)C)N1CCN(CC1)C(=O)OC(C)(C)C